3-(2-Fluoro-4-phenoxyphenyl)-1-(1'-methyl-[1,4'-bipiperidin]-4-yl)-1H-pyrazolo[3,4-d]pyrimidin-4-amine FC1=C(C=CC(=C1)OC1=CC=CC=C1)C1=NN(C2=NC=NC(=C21)N)C2CCN(CC2)C2CCN(CC2)C